bis(3-phenylbut-3-enyl)dihydrophenazine C1(=CC=CC=C1)C(CCC1(CC=CC2=NC3=CC=CC=C3N=C12)CCC(=C)C1=CC=CC=C1)=C